NC(CC[C@H]1CC(N(C1)C(=O)OC(C)(C)C)(C)C)CC1=NC=CC=C1 tert-butyl (4S)-4-[3-amino-4-(2-pyridyl)butyl]-2,2-dimethyl-pyrrolidine-1-carboxylate